O-(4-(5-cyclopropyl-1,2,4-oxadiazol-3-yl)benzyl)hydroxylamine hydrochloride Cl.C1(CC1)C1=NC(=NO1)C1=CC=C(CON)C=C1